ClC1=C(C=C(C=C1N1C[C@H](N([C@H](C1)C)CCO)C)C#N)NC1=NC=2N(C(=N1)NC1CC1)N=CC2C#N 2-({2-chloro-5-cyano-3-[(3R,5S)-4-(2-hydroxyethyl)-3,5-dimethylpiperazin-1-yl]phenyl}amino)-4-(cyclopropylamino)pyrazolo[1,5-a][1,3,5]triazine-8-carbonitrile